C(C)(C)(C)OC(=O)N1C[C@H](O[C@@H](C1)C(C)C)CO (2s,6r)-2-(hydroxymethyl)-6-(prop-2-yl)morpholine-4-carboxylic acid tert-butyl ester